methyl (2S,4R)-1-((S)-2-((tert-butoxycarbonyl) amino)-3,3-dimethylbutyryl)-4-hydroxypyrrolidine-2-carboxylate C(C)(C)(C)OC(=O)N[C@H](C(=O)N1[C@@H](C[C@H](C1)O)C(=O)OC)C(C)(C)C